C(N)(=O)C1=CC(=NC(=C1C=1C=C2C=NN(C2=CC1F)CC(C)(C)O)C1=CC(=C(C=C1)C#N)F)N1CCC(CC1)NC(OC(C)(C)C)=O tert-butyl (1-(4-carbamoyl-6-(4-cyano-3-fluorophenyl)-5-(6-fluoro-1-(2-hydroxyl-2-methylpropyl)-1H-indazol-5-yl)pyrid-2-yl)piperid-4-yl)carbamate